ClC1=CC=C(C[C@@H]2N(C[C@@H]3COCCN3C2)C2CCC(CC2)C2=NN(C(=C2)C)C)C=C1 (7S,9aR)-7-(4-chlorobenzyl)-8-(4-(1,5-dimethyl-1H-pyrazol-3-yl)cyclohexyl)octahydropyrazino[2,1-c][1,4]oxazine